1,11-tridecadiene C=CCCCCCCCCC=CC